C(OC(C)(C)C)(OCO[C@H]1[C@H](OC2=CC(=CC(=C2C1)O)O)C1=CC(=C(C=C1)O)O)=O tert-butyl ((((2R,3R)-2-(3,4-dihydroxyphenyl)-5,7-dihydroxychroman-3-yl)oxy) methyl) carbonate